5-deuterio-4-[[(2R,3S,4S,5R)-3-(3,4-difluoro-2-methoxy-phenyl)-4,5-dimethyl-5-(trifluoromethyl)tetrahydrofuran-2-carbonyl]amino]pyridine-2-carboxamide [2H]C=1C(=CC(=NC1)C(=O)N)NC(=O)[C@@H]1O[C@]([C@H]([C@H]1C1=C(C(=C(C=C1)F)F)OC)C)(C(F)(F)F)C